tert-butyl N-(1,1-dimethyl-2-(2,4,6-trichloropyrimidin-5-yl)oxy-ethyl)carbamate CC(COC=1C(=NC(=NC1Cl)Cl)Cl)(C)NC(OC(C)(C)C)=O